COC(CC(C(C)([N+](=O)[O-])C)C)=O.SCCCSCC 2-((3-mercaptopropyl)thio)ethane Methyl-3,4-dimethyl-4-nitrovalerate